Zinc triborate B([O-])([O-])O.B(O)(O)O.B(O)(O)O.[Zn+2]